1,2-Dihydroxyphenol OC1(C(C=CC=C1)O)O